FC(C1=CC=C(C=N1)CNC(=O)[C@@H]1N(CCC1)C(=O)C=1C=C(C=CC1)S(=O)(=O)C1CC(C1)C(=O)OC)(F)F methyl (R)-3-((3-(2-(((6-(trifluoromethyl)pyridin-3-yl)methyl)carbamoyl)pyrrolidine-1-carbonyl)phenyl)sulfonyl)cyclobutanecarboxylate